COC=1C=C(C=C2C(=NC=NC12)NC(C)C1=NC(=NO1)C)C1=NC=C(C=C1)C 8-Methoxy-N-[1-(3-methyl-1,2,4-oxadiazol-5-yl)ethyl]-6-(5-methyl-2-pyridyl)quinazolin-4-amine